2-((5-(2-(6-((3-(dimethylamino)-3-oxopropyl)(methyl)amino)-2-methylhex-3-yl)-2,6-diazaspiro[3.4]oct-6-yl)-1,2,4-triazin-6-yl)oxy)-5-fluoro-N,N-diisopropylbenzamide fumarate C(\C=C\C(=O)O)(=O)O.CN(C(CCN(CCCC(C(C)C)N1CC2(C1)CN(CC2)C=2N=CN=NC2OC2=C(C(=O)N(C(C)C)C(C)C)C=C(C=C2)F)C)=O)C